barium trifluoromethylsulfonate FC(F)(F)S(=O)(=O)[O-].[Ba+2].FC(F)(F)S(=O)(=O)[O-]